N-methyl-6-(1-methyl-1H-pyrazol-5-yl)-2-[1-methyl-3-(thiophen-2-yl)-1H-1,2,4-triazol-5-yl]pyridine-3-sulfonamide CNS(=O)(=O)C=1C(=NC(=CC1)C1=CC=NN1C)C1=NC(=NN1C)C=1SC=CC1